OC[C@]1(N(CCC1)C)C(=O)OC methyl (2S)-2-(hydroxymethyl)-1-methyl-pyrrolidine-2-carboxylate